FC=1C=C(C=CC1N1CCOCC1)NC1=NC2=C3C(=CC=C2C=N1)ON=C3C(C)C N-(3-fluoro-4-morpholinophenyl)-9-isopropylisoxazolo[5,4-H]quinazolin-2-amine